tert-butyl 4-{[(2,4-difluorophenyl) methyl] amino}-4-methylpiperidine-1-carboxylate FC1=C(C=CC(=C1)F)CNC1(CCN(CC1)C(=O)OC(C)(C)C)C